N-(4-{[6-(5-chloro-2-fluorophenyl)-3-[(3-hydroxyphenyl)methoxy]pyridazin-4-yl]amino}pyridin-2-yl)-2-[(1S,4S)-5-methyl-2,5-diazabicyclo[2.2.1]heptan-2-yl]acetamide ClC=1C=CC(=C(C1)C1=CC(=C(N=N1)OCC1=CC(=CC=C1)O)NC1=CC(=NC=C1)NC(CN1[C@@H]2CN([C@H](C1)C2)C)=O)F